tetra-chlorohexafluorobutane ClC(C(C(F)(F)F)(Cl)Cl)(C(F)(F)F)Cl